2'-Fluoro-2'-deoxyguanosine F[C@H]1[C@@H](O[C@@H]([C@H]1O)CO)N1C=NC=2C(=O)NC(N)=NC12